C(C)(C)(C)OC(=O)N[C@H](CCC(NC1=CC(=CC=C1)C1=CC2=C(C=C1OC)OCC1=C2N(N=C1C(=O)N1C(COCC1)(C)C)C1=CC(=CC(=C1)Cl)Cl)=O)C(=O)OC(C)(C)C tert-butyl N2-(tert-butoxycarbonyl)-N5-(3-(1-(3,5-dichlorophenyl)-3-(3,3-dimethylmorpholine-4-carbonyl)-7-methoxy-1,4-dihydrochromeno[4,3-c]pyrazol-8-yl)phenyl)-D-glutaminate